4-methylpiperazine-1-amine CN1CCN(CC1)N